ClC1=CC(=C(C(=N1)NC1=CC=NN1COCC[Si](C)(C)C)F)C1=C(C=NN1C)C 6-chloro-4-(1,4-dimethyl-1H-pyrazol-5-yl)-3-fluoro-N-(1-((2-(trimethylsilyl)ethoxy)methyl)-1H-pyrazol-5-yl)pyridin-2-amine